trans-1,3-dichlorocyclobutane Cl[C@@H]1C[C@H](C1)Cl